piperazine-1,4-diylbis(ethane-2,1-diyl)bis(4-(dimethylamino)benzyl (4-methoxybenzyl)carbamate) N1(CCN(CC1)CCN(C([O-])=O)C(C1=CC=C(C=C1)OC)CC1=CC=C(C=C1)N(C)C)CCN(C([O-])=O)C(C1=CC=C(C=C1)OC)CC1=CC=C(C=C1)N(C)C